OC1(CC2C(CN(C2)C(=O)NC2=CC=C(C=C2)OC)C1)C1=CC(=CC=C1)OC 5-hydroxy-5-(3-methoxyphenyl)-N-(4-methoxyphenyl)-octahydrocyclopenta[c]pyrrole-2-carboxamide